zinc tetra(mesitylene) C1(=CC(=CC(=C1)C)C)C.C1(=CC(=CC(=C1)C)C)C.C1(=CC(=CC(=C1)C)C)C.C1(=CC(=CC(=C1)C)C)C.[Zn]